C(C)(C)(C)OC(=O)N1C[C@@H](CC1)N1C(=NC(=C1C(=O)OC)Cl)CNC1=NNC2=CC(=C(C=C12)C(C)(C)C)Cl Methyl (R)-1-(1-(tert-butoxycarbonyl)pyrrolidin-3-yl)-2-(((5-(tert-butyl)-6-chloro-1H-indazol-3-yl)amino)methyl)-4-chloro-1H-imidazole-5-carboxylate